1-(2-chloro-4-pyridinyl)cyclobutanol ClC1=NC=CC(=C1)C1(CCC1)O